(S)-2-amino-N-(4-(benzylthio)phenyl)-N-methyl-3-phenylpropionamide N[C@H](C(=O)N(C)C1=CC=C(C=C1)SCC1=CC=CC=C1)CC1=CC=CC=C1